2-acetylphenothiazine C(C)(=O)C1=CC=2NC3=CC=CC=C3SC2C=C1